C(C)N(C(=O)C1=CC2=CC(=C(C(=C2C=C1C(=O)N(CC)CC)[N+](=O)[O-])O)O)CCCCN(C)C(CCCCC(=O)C1=C(C=CC=C1)OC)=O N2,N3,N3-Triethyl-6,7-dihydroxy-N2-[4-[[6-(2-Methoxyphenyl)-6-oxo-hexanoyl]-methyl-amino]butyl]-5-nitro-naphthalin-2,3-dicarboxamid